O=C1NC(CCC1N1C(C2=CC=C(C=C2C1)C#CCOCCOCCOCCC(=O)OC(C)(C)C)=O)=O tert-butyl 3-(2-(2-((3-(2-(2,6-dioxopiperidin-3-yl)-1-oxoisoindolin-5-yl)prop-2-yn-1-yl)oxy)ethoxy)ethoxy)propanoate